CN1N=NC2=C1C=CC(=C2)CNC(=O)[C@H]2N(C[C@@H](C2)CC2=CC=NC=C2)C([C@@H](CCC(N2CCCC2)=O)NC(CC2=CC=CC=C2)=O)=O (2S,4R)-1-((R)-5-oxo-2-phenylacetylamino-5-pyrrolidin-1-yl-pentanoyl)-4-pyridin-4-ylmethyl-pyrrolidine-2-carboxylic acid (1-methyl-1H-benzotriazol-5-ylmethyl)-amide